5-(4-((4-(3-amino-6-(2-hydroxyphenyl)pyridazin-4-yl)piperazin-1-yl)methyl)-[1,4'-bipiperidinyl]-1'-yl)-2-(2,4-dioxotetrahydropyrimidine-1(2H)-yl)isoindoline-1,3-dione NC=1N=NC(=CC1N1CCN(CC1)CC1CCN(CC1)C1CCN(CC1)C=1C=C2C(N(C(C2=CC1)=O)N1C(NC(CC1)=O)=O)=O)C1=C(C=CC=C1)O